FC(C=1C=C(C=C(C1)C(F)(F)F)C1=NN(C=N1)\C=C/1\C(N(C(N1CC=1C=NC=NC1)=O)C)=O)(F)F (Z)-5-((3-(3,5-bis(trifluoromethyl)phenyl)-1H-1,2,4-triazol-1-yl)methylene)-3-Methyl-1-(pyrimidin-5-ylmethyl)imidazoline-2,4-dione